((1S,2S)-1-(furan-2-yl)-2-methyl-3-oxopropyl)carbamic acid tert-butyl ester C(C)(C)(C)OC(N[C@@H]([C@@H](C=O)C)C=1OC=CC1)=O